tert-butyl (+/-)-((R)-1-((R)-3,4-dihydro-1H-[1,4]oxazino[4,3-b]indazol-1-yl)ethyl)carbamate [C@@H]1(OCCN2N=C3C=CC=CC3=C21)[C@@H](C)NC(OC(C)(C)C)=O |r|